OC(CC(C(=O)N)=C)CO 2,3-dihydroxypropylacrylamide